n-tetracosyl ether C(CCCCCCCCCCCCCCCCCCCCCCC)OCCCCCCCCCCCCCCCCCCCCCCCC